(4S,5S)-5-(4-methoxyphenyl)-2-methylazepan-1,4-dicarboxylic acid 1-tert-butyl 4-ethyl ester C(C)OC(=O)[C@H]1CC(N(CC[C@@H]1C1=CC=C(C=C1)OC)C(=O)OC(C)(C)C)C